bis(p-Nitrophenyl)-phosphate sodium salt [Na+].[N+](=O)([O-])C1=CC=C(C=C1)OP(=O)(OC1=CC=C(C=C1)[N+](=O)[O-])[O-]